tri(3-aminophenyl)phosphine oxide NC=1C=C(C=CC1)P(C1=CC(=CC=C1)N)(C1=CC(=CC=C1)N)=O